COC(=O)C1CCC(CC1)N(CC1=CC=CC=C1)CC1=CC=CC=C1 (1r,4r)-4-(dibenzylamino)cyclohexane-1-carboxylic acid methyl ester